FC(C1CCC(CC1)N)(F)F 4-(trifluoromethyl)cyclohexan-1-amine